5-fluoro-2-[(3S,5R)-4-fluoro-3,5-dimethyl-1-piperidinyl]-6-[(1-methyl-2-oxo-3H-benzimidazol-5-yl)amino]pyridine-3-carbonitrile FC=1C=C(C(=NC1NC1=CC2=C(N(C(N2)=O)C)C=C1)N1C[C@@H](C([C@@H](C1)C)F)C)C#N